N-t-Butoxycarbonyl-D-leucinamide C(C)(C)(C)OC(=O)NC([C@H](N)CC(C)C)=O